6-(1-((2,3-dihydrobenzofuran-5-yl-2,2,3,3-d4)sulfonyl)-1,2,3,6-tetrahydropyridin-4-yl)-7-methyl-[1,2,4]triazolo[1,5-a]pyridine O1C(C(C2=C1C=CC(=C2)S(=O)(=O)N2CCC(=CC2)C=2C(=CC=1N(C2)N=CN1)C)([2H])[2H])([2H])[2H]